4-((tert-butoxycarbonyl)amino)piperidine C(C)(C)(C)OC(=O)NC1CCNCC1